(S)-N-(5-chloro-2-methyl-6-(2H-1,2,3-triazol-2-yl)pyridin-3-yl)-N'-(4-(1-methoxyethyl)-6-methyl-1,5-naphthyridin-3-yl)urea ClC=1C=C(C(=NC1N1N=CC=N1)C)NC(=O)NC=1C=NC2=CC=C(N=C2C1[C@H](C)OC)C